C(C)(C)C1=C(NC2=CC=C(C=C12)C1CNCCC1)C1=CC(=NC=C1)C 3-Isopropyl-2-(2-methylpyridin-4-yl)-5-(piperidin-3-yl)-1H-indol